The molecule is an adenosine bisphosphate having monophosphate groups at the 3'- and 5'-positions and a sulfo group attached to the phosphate at position 5'. It has a role as an Escherichia coli metabolite and a mouse metabolite. It is an adenosine bisphosphate, an acyl sulfate and a purine ribonucleoside bisphosphate. It derives from a 5'-adenylyl sulfate and an adenosine 3',5'-bismonophosphate. It is a conjugate acid of a 3'-phosphonato-5'-adenylyl sulfate(4-). C1=NC(=C2C(=N1)N(C=N2)[C@H]3[C@@H]([C@@H]([C@H](O3)COP(=O)(O)OS(=O)(=O)O)OP(=O)(O)O)O)N